C(#N)C1=C(C=C(C=C1)N1C(N(C(C1)C#N)C1=CN=CC2=CC=CC=C12)=O)F 1-(4-cyano-3-fluorophenyl)-3-(isoquinolin-4-yl)-2-oxoimidazolidine-4-carbonitrile